C(C1=CC=CC=C1)NC(C#N)CC(CC)(C)C 2-(benzylamino)-4,4-dimethyl-hexanenitrile